FC(C=1C(=C(C=NC1)NCC=1C=C2N=CC=NC2=CC1F)O[C@H]1CNCC1)F (R)-5-(difluoromethyl)-N-((7-fluoroquinoxalin-6-yl)methyl)-4-(pyrrolidin-3-yloxy)pyridin-3-amine